2-(azetidin-3-yl)-4-(trifluoromethyl)pyridine N1CC(C1)C1=NC=CC(=C1)C(F)(F)F